2-isopropoxy-2,4,6,8-tetramethyl-cyclotetrasiloxane C(C)(C)O[Si]1(O[SiH](O[SiH](O[SiH](O1)C)C)C)C